C(=O)O.C(=O)O.ClC=1C=CC(=NC1C(F)(F)F)NCCN1C(C=2NC3=CC=C(C=C3C2CC1)Cl)CNC1CNCC1 5-chloro-N-(2-(6-chloro-1-((pyrrolidin-3-ylamino)methyl)-1,3,4,9-tetrahydro-2H-pyrido[3,4-b]indol-2-yl)ethyl)-6-(trifluoromethyl)pyridin-2-amine diformate